2-(4-chloro-2-cyclopropylpyridin-3-yl)-7-(4-(1-methyl-4-(trifluoromethyl)-1H-imidazol-2-yl)benzyl)-5H-pyrrolo[3,2-d]pyrimidine ClC1=C(C(=NC=C1)C1CC1)C=1N=CC2=C(N1)C(=CN2)CC2=CC=C(C=C2)C=2N(C=C(N2)C(F)(F)F)C